CN1CCN(CC1)CCC1=C(NC(=C1C(=O)N)C1=C(C=CC=C1)[N+](=O)[O-])C1=CC(=CC=C1)C(F)(F)F (2-(4-methylpiperazin-1-yl)ethyl)-5-(2-nitrophenyl)-2-(3-(trifluoromethyl)phenyl)Azole-4-carboxamide